N-cyclopropyl-3-(difluoromethyl)-5-((diphenylmethylene)amino)pyridinecarboxamide C1(CC1)NC(=O)C1=NC=C(C=C1C(F)F)N=C(C1=CC=CC=C1)C1=CC=CC=C1